N1C(=NC=C1)CNCC1=C(CN(C(C(C)(C)C)=O)CC(NC=2C=C3CC4(C(NC5=NC=CC=C54)=O)CC3=CC2)=O)C=CC=C1 N-(2-((((1H-imidazol-2-yl)methyl)amino)methyl)benzyl)-N-(2-oxo-2-((2'-oxo-1,1',2',3-tetrahydrospiro[indene-2,3'-pyrrolo[2,3-b]pyridine]-5-yl)amino)ethyl)pivalamide